[Na+].[Na+].[Eu+3] europium (III)-disodium salt